6-bromo-5-fluorobenzofuran BrC1=CC2=C(C=CO2)C=C1F